N-(2-(3,3,3-trifluoropropoxy)pyrimidin-5-yl)-5,6-dihydrobenzo[f]imidazo[1,5-d][1,4]oxazepine-10-carboxamide FC(CCOC1=NC=C(C=N1)NC(=O)C=1C=CC2=C(C=3N(CCO2)C=NC3)C1)(F)F